CC(CC)NCC(=O)O 2-(BUTAN-2-YLAMINO)ACETIC ACID